CC=1C=C(C=C(C1CCC)C)O 3,5-Dimethyl-4-propylphenol